C(C)(=O)C1=CC=2CC3=CC(=CC=C3C2C=C1)C(C)=O 2,7-diacetylfluorene